CC(CCO)CCCCO 3-methyl-1,7-heptanediol